rac-(3ar,7as)-2-benzyl-3,3a,4,7a-tetrahydro-1H-pyrano[3,4-c]Pyrrole C(C1=CC=CC=C1)N1C[C@H]2[C@H](C1)C=COC2 |r|